C(=O)C1=CC(=C(C(=O)N)C=C1)O 4-FORMYL-2-HYDROXYBENZAMIDE